C(CCCCN)N 1,5-pentylenediamine